(S)-2-(4-bromobenzyl)-1-(oxetan-2-ylmethyl)-1H-thieno[2,3-d]imidazole-5-carboxylic acid methyl ester COC(=O)C1=CC2=C(N=C(N2C[C@H]2OCC2)CC2=CC=C(C=C2)Br)S1